C1CCCS1(=O)=O TETRAMETHYLENE SULFONE